(E)-3-(3-(thiophen-2-yl)propenoyl)oxazolidin-2-one S1C(=CC=C1)/C=C/C(=O)N1C(OCC1)=O